(3s,4S)-3-fluoro-2,2,6,6-tetramethylpiperidin-4-amine F[C@@H]1C(NC(C[C@@H]1N)(C)C)(C)C